C(=O)O.O1CCN(CC1)S(=O)(=O)N1C[C@H](C[C@@H](C1)C(F)(F)F)CS(=O)(=O)C1=NC=CC(=C1)CN trans-(2-(((1-(Morpholinosulfonyl)-5-(trifluoromethyl)piperidin-3-yl)methyl)sulfonyl)pyridin-4-yl)methanamine formate